(R)-tert-butyl 4-(2-(3-(2-(methoxymethoxy)phenyl)-5-methyl-7,8-dihydro-5H-pyrido[3',4':4,5]pyrrolo[2,3-c]pyridazin-6(9H)-yl)thiazol-5-yl)piperidine-1-carboxylate COCOC1=C(C=CC=C1)C1=CC2=C(N=N1)NC1=C2[C@H](N(CC1)C=1SC(=CN1)C1CCN(CC1)C(=O)OC(C)(C)C)C